COC1=CC(=NC=N1)C=1C=CC(=C(C1)O)C=1N=NC(=CC1)N1C[C@H](CC1)NC1(CCC1)C 5-(6-methoxypyrimidin-4-yl)-2-{6-[(3S)-3-[(1-methylcyclobutyl)amino]pyrrolidin-1-yl]pyridazin-3-yl}phenol